2-bromo-5-(6-chlorobenzo[d]oxazol-2-yl)isonicotinic acid methyl ester COC(C1=CC(=NC=C1C=1OC2=C(N1)C=CC(=C2)Cl)Br)=O